3-hydroxy-4-amino-5-nitro-N,N-dimethylbenzamide OC=1C=C(C(=O)N(C)C)C=C(C1N)[N+](=O)[O-]